[Cd].[Zn].[Cu].[Ag] silver-copper-zinc-cadmium